2-(2-(4-amino-1,2,5-oxadiazol-3-yl)-1H-benzo[d]imidazol-1-yl)-N-(2-chlorophenyl)acetamide NC=1C(=NON1)C1=NC2=C(N1CC(=O)NC1=C(C=CC=C1)Cl)C=CC=C2